NC=1C(=NC2=C(C(=C(C=C2C1NC1C2CN(C1C2)C(=O)OC(C)(C)C)I)Br)F)Cl tert-Butyl (endo)-5-((3-amino-7-bromo-2-chloro-8-fluoro-6-iodoquinolin-4-yl)amino)-2-azabicyclo[2.1.1]hexane-2-carboxylate